8-(1-methyl-6-(trifluoromethyl)-1H-benzo[d]imidazol-5-yl)-N-(2,3,5,6-tetrafluoro-4-(methylsulfonyl)phenethyl)indolizine-3-carboxamide CN1C=NC2=C1C=C(C(=C2)C2=CC=CN1C(=CC=C21)C(=O)NCCC2=C(C(=C(C(=C2F)F)S(=O)(=O)C)F)F)C(F)(F)F